tert-butyl 2-(2-(8-(benzyloxy)-[1,2,4]triazolo[1,5-a]pyridin-5-yl)acetamido)acetate C(C1=CC=CC=C1)OC=1C=2N(C(=CC1)CC(=O)NCC(=O)OC(C)(C)C)N=CN2